NC=1C(=NC(=CN1)C1=CC(=NC=C1)C=1C=NN(C1)CC(F)(F)F)C(=O)N[C@@H]1CNCC(C1)(F)F (S)-3-amino-N-(5,5-difluoropiperidin-3-yl)-6-(2-(1-(2,2,2-trifluoroethyl)-1H-pyrazol-4-yl)pyridin-4-yl)pyrazine-2-carboxamide